4,4'-bis(2,2-dibromovinyl)biphenyl ethyl-1-ethyl-6-oxo-1,6-dihydropyridine-2-carboxylate C(C)OC(=O)C=1N(C(C=CC1)=O)CC.BrC(=CC1=CC=C(C=C1)C1=CC=C(C=C1)C=C(Br)Br)Br